ethylenebiscerotic acid amide C(CCCCCCCCCCCCCCCCCCCCCCCCCCC(=O)N)CCCCCCCCCCCCCCCCCCCCCCCCCC(=O)N